(5S)-1'-[7-(2-fluorophenyl)-6-methyl-pyrazolo[1,5-a]pyrazin-4-yl]-3-methoxy-spiro[5,7-dihydrocyclopenta[c]pyridine-6,4'-piperidine]-5-amine FC1=C(C=CC=C1)C1=C(N=C(C=2N1N=CC2)N2CCC1(CC2)[C@@H](C2=C(C=NC(=C2)OC)C1)N)C